(R)-N-(4-(1-(3-(difluoromethyl)-2-fluorophenyl)ethylamino)-2-methylpyrido[2,3-d]pyrimidin-6-yl)-2-fluoroacrylamide FC(C=1C(=C(C=CC1)[C@@H](C)NC=1C2=C(N=C(N1)C)N=CC(=C2)NC(C(=C)F)=O)F)F